3-(6-methylpyridin-3-yl)-1,2-oxazol CC1=CC=C(C=N1)C1=NOC=C1